N-(2-cyclopropoxy-4-methyl-5-(4-(4-((6-(trifluoromethyl)pyridazin-3-yl)oxy)phenyl)-piperidine-1-carbonyl)phenyl)-1-phenylmethanesulfonamide C1(CC1)OC1=C(C=C(C(=C1)C)C(=O)N1CCC(CC1)C1=CC=C(C=C1)OC=1N=NC(=CC1)C(F)(F)F)NS(=O)(=O)CC1=CC=CC=C1